C1(=CC=CC=C1)P(OC)(OC1=C(C(=CC(=C1)CCCCC)OP(OC)(=O)C1=CC=CC=C1)C1=C(C=CC(=C1)C)C(=C)C)=O dimethyl (5'-methyl-4-pentyl-2'-(prop-1-en-2-yl)-[1,1'-biphenyl]-2,6-diyl) bis(phenylphosphonate)